S(N)(=O)(=O)C=1C=C(C=CC1)NC(=O)C=1C=C2CCCC2=CC1 N-(3-sulfamoylphenyl)-2,3-dihydro-1H-indene-5-carboxamide